6-phenylcarbonyl-2-cyclopropyl-8-fluoro-N-[6-(4-isopropyl-4H-1,2,4-triazol-3-yl)pyridin-2-yl]-5,6-dihydro-4H-benzo[b]imidazo[1,2-d][1,4]diazepine-9-carboxamide C1(=CC=CC=C1)C(=O)N1C2=C(N3C(CC1)=NC(=C3)C3CC3)C=C(C(=C2)F)C(=O)NC2=NC(=CC=C2)C2=NN=CN2C(C)C